2-amino-2'-chloro-5-nitrobenzophenone NC1=C(C(=O)C2=C(C=CC=C2)Cl)C=C(C=C1)[N+](=O)[O-]